NCCCC1=C(C(=C(C=C1)C)CCCN)CCCN tri(amino-propane-yl)-methylbenzene